2-(2,5,6-trifluoropyrimidin-4-yl)acetonitrile FC1=NC(=C(C(=N1)CC#N)F)F